C(C)(C)(C)OC(NC=1C=NC(=CC1)C1CC(C1)(F)F)=O (6-(3,3-Difluorocyclobutyl)pyridin-3-yl)carbamic acid tert-butyl ester